3,5-dimethyl-4-((3-methyl-2-phenylquinoline-6-yl)oxy)phenyl-1,2,4-triazine-3,5(2H,4H)-dione CC=1C=C(C=C(C1OC=1C=C2C=C(C(=NC2=CC1)C1=CC=CC=C1)C)C)N1N=CC(NC1=O)=O